BrC=1C(=C(C(=CC1)F)C1CNCCC1)F 3-(3-bromo-2,6-difluorophenyl)piperidine